(1s,4s)-4-((2-Chloro-5-(5-(2-hydroxypropan-2-yl)pyrazin-2-yl)pyridin-4-yl)amino)-1-methylcyclohexan-1-ol ClC1=NC=C(C(=C1)NC1CCC(CC1)(O)C)C1=NC=C(N=C1)C(C)(C)O